tungsten-manganese iron [Fe].[Mn].[W]